2,3,4,5-tetrafluoro-N-(3-((5-fluoro-2-((4-(2-methoxyethoxy)phenyl)amino)pyrimidin-4-yl)amino)propyl)-6-(fluoromethyl)benzenesulfonamide FC1=C(C(=C(C(=C1F)F)F)CF)S(=O)(=O)NCCCNC1=NC(=NC=C1F)NC1=CC=C(C=C1)OCCOC